2-(2-iodo-4-nitrophenyl)propanoic acid Methyl-2-(2-iodo-4-nitrophenyl)propanoate COC(C(C)C1=C(C=C(C=C1)[N+](=O)[O-])I)=O.IC1=C(C=CC(=C1)[N+](=O)[O-])C(C(=O)O)C